C(#N)C1=NC2=CC(=CC(=C2N=C1N1C2C(CC(C1)C2)(F)F)[C@@H](C)NC2=C(C(=O)O)C=CC=C2)C 2-(((1R)-1-(2-cyano-3-(6,6-difluoro-2-azabicyclo[2.2.1]heptan-2-yl)-7-methylquinoxalin-5-yl)ethyl)amino)benzoic acid